ethyl 1-(4-cyano-6-((4,4-difluorocyclohexyl)amino) pyridin-2-yl)-1H-pyrazole-3-carboxylate C(#N)C1=CC(=NC(=C1)NC1CCC(CC1)(F)F)N1N=C(C=C1)C(=O)OCC